1-[(4-{6,6-Difluoro-3-azabicyclo[3.1.0]hexan-3-yl}-2-fluorophenyl)methyl]-1H-imidazole-4-carboxylic acid FC1(C2CN(CC12)C1=CC(=C(C=C1)CN1C=NC(=C1)C(=O)O)F)F